FC1=C(C2=C(C(=C(C(=C2C(=C1F)F)F)F)F)F)[B-](C1=C(C(=C(C2=C(C(=C(C(=C12)F)F)F)F)F)F)F)(C1=C(C(=C(C2=C(C(=C(C(=C12)F)F)F)F)F)F)F)C1=C(C(=C(C2=C(C(=C(C(=C12)F)F)F)F)F)F)F.C[NH+](C1=CC=CC=C1)C N,N-dimethylanilinium tetrakis(perfluoronaphthyl)borate